NC(C)C1=CNC(C2=CC=CC=C12)=O 4-(1-aminoethyl)isoquinolin-1(2H)-one